2-(4-methyl-pyridin-2-yl)acetaldehyde CC1=CC(=NC=C1)CC=O